2-(4-(1-acetylpiperidine-4-carbonyl)-1-methyl-10-oxo-1,4,9-triazaspiro-[5.6]dodecan-9-yl)acetic acid C(C)(=O)N1CCC(CC1)C(=O)N1CCN(C2(C1)CCN(C(CC2)=O)CC(=O)O)C